ClC1=CC=2C3=C(C(C2C=C1)(C)C)C=CC1=C3OC3=C1C=CC=C3 10-chloro-7,7-dimethyl-7H-fluoreno[4,3-b]benzofuran